2,6,8-trimethyl-5-((methylthio)methoxy)deca-2,8-dienoic acid CC(C(=O)O)=CCC(C(CC(=CC)C)C)OCSC